C1(CC1)NC(CCCCC=1N=C(N(C1)C1=CC=CC=C1)C1=C(C(=O)N)C=CC=C1C=1C=NNC1)=O (4-(5-(cyclopropylamino)-5-oxopentyl)-1-phenyl-1H-imidazol-2-yl)-3-(1H-pyrazol-4-yl)benzamide